methyl (Z)-[4-[3-(4-iodophenyl)-3-[4-(methylsulfanyl)phenyl]allyloxy]-2-methylphenoxy]acetate IC1=CC=C(C=C1)\C(=C/COC1=CC(=C(OCC(=O)OC)C=C1)C)\C1=CC=C(C=C1)SC